(2R,4S)-tert-butyl 4-(hydroxymethyl)-2-methylpyrrolidine-1-carboxylate OC[C@H]1C[C@H](N(C1)C(=O)OC(C)(C)C)C